Tert-butyl ((S)-2,2-dicyclopropyl-1-(5-((R)-2-methoxy-1-((S)-2-oxo-4-(trifluoromethyl)imidazolidin-1-yl)ethyl)benzo[d]oxazol-2-yl)ethyl)carbamate C1(CC1)C([C@@H](C=1OC2=C(N1)C=C(C=C2)[C@H](COC)N2C(N[C@@H](C2)C(F)(F)F)=O)NC(OC(C)(C)C)=O)C2CC2